4-phenyl-3-[(2E)-3-(pyrimidin-5-yl)prop-2-enoyl]-1,2-dihydroquinolin-2-one C1(=CC=CC=C1)C1=C(C(NC2=CC=CC=C12)=O)C(\C=C\C=1C=NC=NC1)=O